C1(=CC(=CC=C1)NC(=O)N[C@@H](C(C)C)C(=O)O)C N-(m-tolylaminocarbonyl)-valine